COC1(C(=CC=CC1)C1=CC=CC=C1)C(=O)O 2'-methoxy-1,1'-biphenyl-2'-carboxylic acid